NC1=C(C(=NN1C(C(F)(F)F)C)C1=C2C=NNC2=C(C(=C1)F)CNC(C1=C(C=CC(=C1)F)OC)=O)C(=O)N 5-amino-3-(6-fluoro-7-((5-fluoro-2-methoxybenzamido)methyl)-1H-indazol-4-yl)-1-(1,1,1-trifluoropropan-2-yl)-1H-pyrazole-4-carboxamide